1-chloro-2-(ethylsulfanyl)benzene ClC1=C(C=CC=C1)SCC